FC1(COC1)C=1C=CC(=NC1)N1C(C(=CC=C1)NC1=NC=2N(C(=C1)NC)N=CC2C(=O)N[C@H]2[C@@H](CC2)OC)=O 5-((5'-(3-Fluorooxetan-3-yl)-2-oxo-2H-[1,2'-bipyridin]-3-yl)amino)-N-((1R,2R)-2-methoxycyclobutyl)-7-(methylamino)pyrazolo[1,5-a]pyrimidine-3-carboxamide